3-(5-(((1R,2R)-2-(((4-methyltetrahydro-2H-pyran-4-yl)methyl)amino)cyclohexyl)oxy)-1-oxoisoindolin-2-yl)piperidine-2,6-dione CC1(CCOCC1)CN[C@H]1[C@@H](CCCC1)OC=1C=C2CN(C(C2=CC1)=O)C1C(NC(CC1)=O)=O